3-(8-amino-2-(pyrazolo[1,5-a]pyridin-7-ylmethyl)-5-(pyrimidin-4-yl)-[1,2,4]triazolo[1,5-a]pyrazin-6-yl)benzonitrile NC=1C=2N(C(=C(N1)C=1C=C(C#N)C=CC1)C1=NC=NC=C1)N=C(N2)CC2=CC=CC=1N2N=CC1